1,2-dibromovinylene carbonate C1(OC(=C(Br)O1)Br)=O